C(C)NC(NC1=NC=C2C=C(C=3N(C2=C1)N=CN3)C=3C=NC(=CC3C)C(CC)=O)=O 3-ethyl-1-[4-(4-methyl-6-propionylpyridin-3-yl)-[1,2,4]triazolo[1,5-a]1,6-naphthyridin-8-yl]urea